N-[(3-methoxythiophen-2-yl)methyl]-1-(2,5-dimethoxy-4-iodophenyl)-2-aminoethane COC1=C(SC=C1)CNCCC1=C(C=C(C(=C1)OC)I)OC